Tri(5-methyl-2-hexyl)citrat CC(CCC(C)C(C(C(C(=O)[O-])(C(C)CCC(C)C)C(C)CCC(C)C)(O)C(=O)[O-])C(=O)[O-])C